1-(4-{[(1R)-1-{3-[(2S)-2-cyclopropyl-1,1-difluoro-2-hydroxypropyl]-2-fluorophenyl}ethyl]amino}-2-methylpyrido[3,4-d]pyrimidin-6-yl)-1lambda5-phospholan-1-one C1(CC1)[C@](C(F)(F)C=1C(=C(C=CC1)[C@@H](C)NC=1C2=C(N=C(N1)C)C=NC(=C2)P2(CCCC2)=O)F)(C)O